[O-][Se](=O)[O-].[Na+].[Na+] The molecule is an inorganic sodium salt composed of sodium and selenite ions in a 2:1 ratio. It has a role as a nutraceutical. It is a selenite salt and an inorganic sodium salt.